CN1C(=C(C2=C1C(N(C=C2C#CC(C)(C)O)C)=O)C(=O)OC2=C(C=CC=C2)OC)C (2-methoxyphenyl) methyl-4-(3-hydroxy-3-methyl-but-1-ynyl)-2,6-dimethyl-7-oxo-1H-pyrrolo[2,3-c]pyridine-3-carboxylate